benzyl (S)-5-amino-4-((tert-butoxycarbonyl)amino)-5-oxopentanoate NC([C@H](CCC(=O)OCC1=CC=CC=C1)NC(=O)OC(C)(C)C)=O